BrC=1C(=CC2=C(OCCC3=C2SC=C3)C1)C(=O)NC1=C(C=C(CNC(OC(C)(C)C)=O)C=C1)C tert-butyl (4-(8-bromo-4,5-dihydrobenzo[b]thieno[2,3-d]oxepine-9-carboxamido)-3-methylbenzyl)carbamate